(2S,4R)-N-[2-chloro-1-[(2R,3R,4S,5R,6R)-3,4,5-trihydroxy-6-methylsulfanyloxan-2-yl]propyl]-4-propylpyrrolidine-2-carboxamide ClC(C([C@H]1O[C@@H]([C@@H]([C@H]([C@H]1O)O)O)SC)NC(=O)[C@H]1NC[C@@H](C1)CCC)C